(2Z,6E,10E)-13-(3,3-dimethyloxiran-2-yl)-3,7,11-trimethyltrideca-2,6,10-trien-1-ol CC1(C(O1)CC/C(=C/CC/C(=C/CC\C(=C/CO)\C)/C)/C)C